C(C)OC1=NC=2C(=NC=CC2)N1C(=O)NCCCC1=CC=CC=C1 2-ethoxy-N-(3-phenylpropyl)-3H-imidazo[4,5-b]pyridine-3-carboxamide